(benzofuran-2-yl)-1,3-dimethyl-1H-purine-2,6(3H,7H)-dione O1C(=CC2=C1C=CC=C2)C2=NC=1N(C(N(C(C1N2)=O)C)=O)C